1,5,10,14-tetratosyl-1,5,10,14-tetraazacyclooctadecane S(=O)(=O)(C1=CC=C(C)C=C1)N1CCCN(CCCCN(CCCN(CCCC1)S(=O)(=O)C1=CC=C(C)C=C1)S(=O)(=O)C1=CC=C(C)C=C1)S(=O)(=O)C1=CC=C(C)C=C1